N1=CC(=CC=C1)C=1N=NN(C1)[C@@H]1CN(C[C@H]1OCC1=NC=C(C=C1)C(F)(F)F)C(C=C)=O 1-(trans-3-(4-(pyridin-3-yl)-1H-1,2,3-triazol-1-yl)-4-((5-(trifluoromethyl)pyridin-2-yl)methoxy)pyrrolidin-1-yl)prop-2-en-1-one